C1(CC1)N1C(=NC2=C1C=C(C=C2F)C2CCN(CC2)C2CC1CCC(C2)N1CC1CC1)C1=CC=C(C=C1)S(=O)(=O)C 1-Cyclopropyl-6-(1-(8-(cyclopropylmethyl)-8-azabicyclo[3.2.1]octan-3-yl)piperidin-4-yl)-4-fluoro-2-(4-(methylsulfonyl)phenyl)-1H-benzo[d]imidazol